6-(quinolone-4-yl)spiro[2.5]octane-1-carboxylic acid N1C(C=C(C2=CC=CC=C12)C1CCC2(CC2C(=O)O)CC1)=O